CN(CCCOC1=C(CNC(=O)[C@H]2N(C[C@@H](C2)O)C([C@H](C(C)(C)C)NC(OC2=CC=CC=C2)=O)=O)C=CC(=C1)C#C)C Phenyl ((S)-1-((2S,4R)-2-((2-(3-(dimethylamino)propoxy)-4-ethynylbenzyl)carbamoyl)-4-hydroxypyrrolidin-1-yl)-3,3-dimethyl-1-oxobutan-2-yl)carbamate